4-chloro-6,7-dimethoxy-2-(4-methoxyphenyl)quinoline ClC1=CC(=NC2=CC(=C(C=C12)OC)OC)C1=CC=C(C=C1)OC